ClC=1C=C(C=CC1)C=1C=C(C(=NC1)C(=O)NC(CC(=O)OC)(C)C)O Methyl 3-(5-(3-chlorophenyl)-3-hydroxypicolinamido)-3-methylbutanoate